4-chloro-3-methyl-N-[(3S,6R)-6-{5-[2-(trifluoro-methoxy)ethoxy]-1,3,4-oxadiazol-2-yl}piperidin-3-yl]benzamide ClC1=C(C=C(C(=O)N[C@@H]2CN[C@H](CC2)C=2OC(=NN2)OCCOC(F)(F)F)C=C1)C